(2S)-1-[2-(3,4-dihydro-2H-1,4-benzoxazine-6-sulfonyl)-2H,4H,5H,6H-pyrrolo[3,4-c]pyrazol-5-yl]-3-hydroxy-2-phenylpropan-1-one O1CCNC2=C1C=CC(=C2)S(=O)(=O)N2N=C1C(=C2)CN(C1)C([C@H](CO)C1=CC=CC=C1)=O